C(C1=CC=CC=C1)OC[C@H](C(=O)N1CCC2(CC1)CN(C1=CC=CC=C12)S(=O)(=O)C)NC(C(C)(C)NC(CCCNC(OC(C)(C)C)=O)=O)=O t-butyl (R)-(4-((1-((3-(benzoxy)-1-(1-(methansulfonyl)spiro[indol-3,4'-piperidin]-1'-yl)-1-oxopropan-2-yl)amino)-2-methyl-1-oxopropan-2-yl)amino)-4-oxobutyl)carbamate